C1(CC1)N(C(C)CC1=CC2=C(C=C1)OCO2)C Cyclopropyl-methyl-3,4-methylenedioxyamphetamine